OC1CC(C1)OC1CCN(CC1)C(=O)OC(C)(C)C tert-butyl 4-((1r,3r)-3-hydroxycyclobutoxy)piperidine-1-carboxylate